2-[3-(4-Chloro-3-fluorophenyl)-1-ethyl-1H-1,2,4-triazol-5-yl]-N-[(2-oxo-2,3-dihydro-1,3-benzoxazol-5-yl)methyl]acetamid ClC1=C(C=C(C=C1)C1=NN(C(=N1)CC(=O)NCC=1C=CC2=C(NC(O2)=O)C1)CC)F